FC1=CC=C(C=C1)C1=C(N=CN1C)C=1C=CC=2N(C1)C(=CN2)C=2C=CC(=NC2)NC(OC)=O methyl N-[5-[6-[5-(4-fluorophenyl)-1-methyl-imidazol-4-yl]imidazo[1,2-a]pyridin-3-yl]-2-pyridyl]carbamate